CC1=NNC2=CC=C(C=C12)C=1C=C(C=NC1)OC[C@H](CC1=CC=CC=C1)N (αS)-α-[[[5-(3-methyl-1H-indazol-5-yl)-3-pyridinyl]oxy]methyl]-phenethylamine